N-((S)-5-((1R,2S)-2-(4-fluorophenyl)cyclopropylamino)-1-(4-methylpiperazin-1-yl)-1-oxopentan-2-yl)-4-(1H-pyrazol-1-yl)benzamide FC1=CC=C(C=C1)[C@H]1[C@@H](C1)NCCC[C@@H](C(=O)N1CCN(CC1)C)NC(C1=CC=C(C=C1)N1N=CC=C1)=O